N'-((3-(Methoxymethyl)-1,2,3,5,6,7-hexahydro-s-indacen-4-yl)carbamoyl)-6,6-dimethyl-N-trityl-6,7-dihydro-5H-pyrazolo[5,1-b][1,3]oxazine-3-sulfonimidamide COCC1CCC2=CC=3CCCC3C(=C12)NC(=O)N=S(=O)(NC(C1=CC=CC=C1)(C1=CC=CC=C1)C1=CC=CC=C1)C=1C=NN2C1OCC(C2)(C)C